Cl.CN(CCN1C(CNCC1)=O)C 1-(2-(dimethylamino)ethyl)piperazin-2-one hydrochloride